5-[1-(2-Fluoro-6-methyl-phenyl)-piperidin-3-yl]-2-methyl-2,4,5,7-tetrahydro-pyrazolo[3,4-d]pyrimidin-6-one FC1=C(C(=CC=C1)C)N1CC(CCC1)N1C(NC=2C(C1)=CN(N2)C)=O